5-[2-(dimethylamino) ethyl]-11-(4-{[(10E)-1-oxooctadec-9-enyl] oxy} butyl)-2,2-dimethyl-4,9-dioxo-5,8-diaza-3,10-dioxapentadecan-15-yl (10E)-octadec-9-enoate C(CCCCCCC\C=C\CCCCCCCC)(=O)OCCCCC(OC(NCCN(C(OC(C)(C)C)=O)CCN(C)C)=O)CCCCOC(CCCCCCC\C=C\CCCCCCCC)=O